(+)-trans-6-[3-[4-[1-(Trifluoromethyl)cyclopropyl]phenyl]azetidine-1-carbonyl]-4,4a,5,7,8,8a-hexahydropyrido[4,3-b][1,4]oxazin-3-one FC(C1(CC1)C1=CC=C(C=C1)C1CN(C1)C(=O)N1C[C@@H]2[C@H](OCC(N2)=O)CC1)(F)F